2,4-dimethyl-2-propyltetrahydro-2H-pyran CC1(OCCC(C1)C)CCC